The molecule is an organic heterotetracyclic compound and an organic perchlorate salt. It has a role as a fluorochrome. It contains an ATTO 635-2(1+). CC1=CC([N+](=C2C1=CC3=CC4=C(C=C(C=C4)N(C)C)C(C3=C2)(C)C)CCCC(=O)O)(C)C.[O-]Cl(=O)(=O)=O